(3-bromo-5-fluoro-4-methyl-phenyl)acetamide BrC=1C=C(C=C(C1C)F)CC(=O)N